C(C)C1=C(C=CC(=C1)CC)C1=CC=CC=C1 2,4-diethylbiphenyl